FC(C=1C=C(C=C(C1)C(F)(F)F)C=1C=C(C=CC1)CN(C(=O)[C@H]1NCCC1)C)(F)F (2S)-N-({3-[3,5-bis(trifluoromethyl)phenyl]phenyl}methyl)-N-methylpyrrolidine-2-carboxamide